(R)-N-((1R,2R)-1-(2,3-dihydrobenzo[b][1,4]dioxin-6-yl)-1-hydroxy-3-(pyrrolidin-1-yl)propan-2-yl)-1-(naphthalen-2-yl)pyrrolidine-3-carboxamide O1C2=C(OCC1)C=C(C=C2)[C@H]([C@@H](CN2CCCC2)NC(=O)[C@H]2CN(CC2)C2=CC1=CC=CC=C1C=C2)O